[I-].[K+].BrC1=CC=C(NCC(=O)C2CC2)C=C1 2-(4-bromoanilino)-1-cyclopropyl-ethanone Potassium iodide